4-[5-[(1S)-2-amino-1-hydroxyethyl]pyridin-2-yl]-3-(2-methyl-5-phenylpyrazol-3-yl)oxybenzonitrile NC[C@@H](O)C=1C=CC(=NC1)C1=C(C=C(C#N)C=C1)OC=1N(N=C(C1)C1=CC=CC=C1)C